O=C1NC(CCC1N1C(C2=CC=CC(=C2C1=O)NCC=1N=NN(C1)CCCCCCCCCO)=O)=O 2-(2,6-dioxo-3-piperidyl)-4-[[1-(9-hydroxynonyl)triazol-4-yl]methylamino]isoindoline-1,3-dione